(6-(4-(benzo[d]thiazol-5-ylamino)quinolin-6-yl)pyridin-3-yl)(4-methylpiperazin-1-yl)methanone S1C=NC2=C1C=CC(=C2)NC2=CC=NC1=CC=C(C=C21)C2=CC=C(C=N2)C(=O)N2CCN(CC2)C